1,5-bis(2-tetrahydrofuranyl)-3-pentanone O1C(CCC1)CCC(CCC1OCCC1)=O